FC1=C(CS(=O)(=O)C2=CC3=C(S\C(\C(N3)=O)=C/C3=CC(=C(C=C3)O)[N+](=O)[O-])C=C2)C(=CC=C1)F (Z)-6-((2,6-difluorobenzyl)sulfonyl)-2-(4-hydroxy-3-nitrobenzylidene)-2H-benzo[b][1,4]thiazin-3(4H)-one